C1=NC=C(C2=CC=CC=C12)N1C(N(CC1C#N)C=1NC(=CN1)C(F)(F)F)=O 3-(isoquinolin-4-yl)-2-oxo-1-(5-(trifluoromethyl)-1H-imidazol-2-yl)imidazoline-4-carbonitrile